FC=1C(=C(C=CC1F)C(=O)N1CC(C1)(O)CC(CO)O)NC1=C(C=C(C=C1)I)F 3-[1-({3,4-difluoro-2-[(2-fluoro-4-iodophenyl)amino]Phenyl}carbonyl)-3-hydroxyazetidin-3-yl]Propane-1,2-diol